COCCNC(=O)C1=CC=C2C(=NNC2=C1)C1=CC(=NO1)C1=CC=C(C=C1)C(NCCOC)=O N-(2-Methoxyethyl)-3-(3-{4-[(2-methoxyethyl)carbamoyl]phenyl}-1,2-oxazol-5-yl)-1H-indazol-6-carboxamid